2-(N-ethylamino)acetic acid hydrochloride Cl.C(C)NCC(=O)O